3-methyl-2-butenyl α-methallyloxymethylacrylate C(C(C)=C)OCC(C(=O)OCC=C(C)C)=C